3-(1'-(4-methylbenzyl)-6-oxo-6,8-dihydro-2H,7H-spiro[furo[2,3-e]isoindole-3,4'-piperidin]-7-yl)piperidine-2,6-dione CC1=CC=C(CN2CCC3(CC2)COC2=C4CN(C(C4=CC=C23)=O)C2C(NC(CC2)=O)=O)C=C1